N-((2-(6-(8-oxa-2,5-diazaspiro[3.5]nonan-2-yl)pyridin-2-yl)-1,6-naphthyridin-7-yl)methyl)-4-methyl-3-(methylsulfonyl)benzamide C1N(CC12NCCOC2)C2=CC=CC(=N2)C2=NC1=CC(=NC=C1C=C2)CNC(C2=CC(=C(C=C2)C)S(=O)(=O)C)=O